CCCCCC methyl-pentane